CC(CC)C#CC1=C(C=CC=C1)O 2-(2-butyl)ethynylphenol